(-)-1,2,3,4-tetrahydroisoquinoline-3-carboxylic acid C1[C@H](NCC2=CC=CC=C21)C(=O)O